(2-Aminoethyl)aminoethan NCCNCC